4-[1-(5,6,7,8-tetrahydro-3,5,5,8,8-pentamethyl-2-naphthyl)vinyl]Benzoic acid CC=1C(=CC=2C(CCC(C2C1)(C)C)(C)C)C(=C)C1=CC=C(C(=O)O)C=C1